C(C=C)(=O)O.C(C=C)(=O)O.C(CCCCCCCCCCCCCCCCCCCCC)O docosanol diacrylate